ClC1=C(C=CC=C1)C(C#N)N 2-chloro-alpha-aminophenylacetonitrile